CN1C(C(CCC1=O)N1CC2=CC=C(C=C2C1=O)S(=O)(=O)F)=O 2-(1-methyl-2,6-dioxopiperidin-3-yl)-3-oxoisoindoline-5-sulfonyl fluoride